2-[(2S)-1-[7-[[6-[2-[2-(2,2-dimethoxyethoxy)ethoxy]ethoxy]-3-pyridyl]methylamino]-3-ethyl-pyrazolo[1,5-a]pyrimidin-5-yl]-2-piperidyl]ethanol COC(COCCOCCOC1=CC=C(C=N1)CNC1=CC(=NC=2N1N=CC2CC)N2[C@@H](CCCC2)CCO)OC